4-(4'-(4-methylthiazol-2-yl)-[1,1'-biphenyl]-4-yl)-1H-1,2,3-triazole-5-carboxylic acid CC=1N=C(SC1)C1=CC=C(C=C1)C1=CC=C(C=C1)C=1N=NNC1C(=O)O